O=C1N(C(C2=CC=CC=C12)=O)C1(CCC1)C(=O)[O-] 1,3-dioxoisoindolin-2-ylcyclobutanecarboxylate